C1(=CC=C(C=C1)N(C1=CC=2C(C3=CC=CC=C3C2C=C1)(C)C)C1=CC(=CC=C1)C1=NC=NC(=C1)C1=CC=C(C=C1)C1=CC=CC=C1)C1=CC=CC=C1 N-(biphenyl-4-yl)-N-{3-[6-(biphenyl-4-yl)pyrimidin-4-yl]phenyl}-9,9-dimethyl-9H-fluoren-2-amine